FC=1C=CC(=C(CNC2[C@@H]3CN(C[C@H]23)C2=CC=C(C=N2)C=2C=C(NC2)C=2C=NN(C2)C)C1)O 4-(6-((1R,5S,6r)-6-((5-fluoro-2-hydroxybenzyl)amino)-3-azabicyclo[3.1.0]hexane-3-yl)pyridin-3-yl)-2-(1-methyl-1H-pyrazol-4-yl)-1H-pyrrole